4-bromophenylmethylammonium BrC1=CC=C(C=C1)C[NH3+]